FC1=C(C=CC=C1)C1=C(C=C(C=C1)Cl)O 2-fluoro-4'-chloro-2'-hydroxy-[1,1'-biphenyl]